CNC=1C=CC(N(C1)C([2H])([2H])[2H])=O 5-(methylamino)-1-(methyl-d3)pyridin-2(1H)-one